N-[3-[2-(difluoromethoxy)-5-methylsulfanyl-phenyl]-1-[2-oxo-2-(4-tetrahydropyran-4-ylpiperazin-1-yl)ethyl]pyrazol-4-yl]pyrazolo[1,5-a]pyrimidine-3-carboxamide FC(OC1=C(C=C(C=C1)SC)C1=NN(C=C1NC(=O)C=1C=NN2C1N=CC=C2)CC(N2CCN(CC2)C2CCOCC2)=O)F